tert-butyl 3-[2-[2-[tert-butyl(dimethyl)silyl]oxyethoxy]-7-[8-ethyl-3-(methoxymethoxy)-1-naphthyl]-8-fluoro-pyrido[4,3-d]pyrimidin-4-yl]-3,8-diazabicyclo[3.2.1]octane-8-carboxylate [Si](C)(C)(C(C)(C)C)OCCOC=1N=C(C2=C(N1)C(=C(N=C2)C2=CC(=CC1=CC=CC(=C21)CC)OCOC)F)N2CC1CCC(C2)N1C(=O)OC(C)(C)C